bis((5-(2-fluorophenyl)-1H-pyrrol-3-yl)methyl)amine FC1=C(C=CC=C1)C1=CC(=CN1)CNCC1=CNC(=C1)C1=C(C=CC=C1)F